2-(3'-(adamantan-1-yl)-5'-(tert-butyl)-5-(dodecyloxy)-2'-(methoxymethoxy)-[1,1'-biphenyl]-2-yl)-4,4,5,5-tetramethyl-1,3,2-dioxaborolane C12(CC3CC(CC(C1)C3)C2)C=2C(=C(C=C(C2)C(C)(C)C)C2=C(C=CC(=C2)OCCCCCCCCCCCC)B2OC(C(O2)(C)C)(C)C)OCOC